6-chloro-8-(4-(difluoromethoxy)phenyl)-2-ethoxypteridin-7(8H)-one ClC1=NC=2C=NC(=NC2N(C1=O)C1=CC=C(C=C1)OC(F)F)OCC